C(C)(=O)C1=C(C=C(C=C1)Cl)C1=CC(N(C=C1OC)[C@H](CNC1=CC=C(C(=O)O)C=C1)CCOC1CCC1)=O (S)-4-(2-(4-(2-acetyl-5-chlorophenyl)-5-methoxy-2-oxopyridin-1(2H)-yl)-4-cyclobutyloxybutylamino)benzoic acid